neodymium sulfate sodium sulfate S(=O)(=O)([O-])[O-].[Na+].S(=O)(=O)([O-])[O-].[Nd+3]